3-(dimethylaminomethyl)tetrahydropyran-4-one CN(C)CC1COCCC1=O